methyl-bis(trimethylsiloxy)vinylsilane C[SiH2]C=C(O[Si](C)(C)C)O[Si](C)(C)C